5-(3-hydroxyprop-1-yn-1-yl)-N,N,2-trimethylbenzenesulfonamide OCC#CC=1C=CC(=C(C1)S(=O)(=O)N(C)C)C